IC1=NN(C2=CC=CC=C12)C1OCCCC1 3-iodo-1-(tetrahydro-2H-pyran-2-yl)-1H-indazole